N,3-dimethyl-N-(oxetan-3-yl)benzAmide CN(C(C1=CC(=CC=C1)C)=O)C1COC1